(R)-5-(4-((1-Ethylazetidin-2-yl)methoxy)-1-methyl-1H-pyrazol-5-yl)-N-(6-methylpyrazin-2-yl)pyrazolo[1,5-a]pyridin-2-amine C(C)N1[C@H](CC1)COC=1C=NN(C1C1=CC=2N(C=C1)N=C(C2)NC2=NC(=CN=C2)C)C